P(=S)(OCCCCOC(C=C)=O)([O-])[O-] acryloxybutyl thiophosphate